2',3'-dichloro[1,1'-biphenyl]-4-yl-1,3,5-Triazine ClC1=C(C=CC=C1Cl)C1=CC=C(C=C1)C1=NC=NC=N1